C1(CC(CCC)O1)=O γ-hexanolactone